4-(2,2,2-trifluoroethylcarbamoyl)piperidine FC(CNC(=O)C1CCNCC1)(F)F